C(=C)N N-vinyl-amine